FC(OC[C@H]1N(C[C@H](CC1)C1=CC=C(C=C1)C(F)(F)F)C=1SC(=CN1)C(=O)O)F 2-((2S,5R)-2-((difluoromethoxy)methyl)-5-(4-(trifluoromethyl)phenyl)piperidin-1-yl)thiazole-5-carboxylic acid